C(C)(C)(C)OC(N(CCC(N1CCN(CC1)C1=NC=C(C=N1)C(F)(F)F)=O)CC)=O N-ethyl-N-[3-oxo-3-[4-[5-(trifluoromethyl)pyrimidin-2-yl]piperazin-1-yl]propyl]carbamic acid tert-butyl ester